N(=[N+]=[N-])CCOCCOCCOCCOCCOCCCS(=O)(=O)[O-] 17-azido-3,6,9,12,15-pentaoxaheptadecylmethanesulfonate